4-[1-(benzenesulfonyl)-2-methyl-pyrrolo[2,3-b]pyridin-4-yl]-6-(2-chlorophenyl)-1H-pyridin-2-one C1(=CC=CC=C1)S(=O)(=O)N1C(=CC=2C1=NC=CC2C2=CC(NC(=C2)C2=C(C=CC=C2)Cl)=O)C